S,S-ethylenediaminedisuccinic acid C(CC(=O)O)C(=O)O.C(CC(=O)O)C(=O)O.C(CN)N